C(CCC)[Sn](CCCC)(CCCC)COCC(C)N=CC1=NC=C(C=C1)C(F)(F)F N-(1-((tributylstannyl)methoxy)propan-2-yl)-1-(5-(trifluoromethyl)pyridin-2-yl)methanimine